nickel butyl (2-ethylhexyl) phosphonate P(OCCCC)(OCC(CCCC)CC)=O.[Ni]